2-((2S)-4-(7-(8-chloronaphthalen-1-yl)-5-methyl-2-((tetrahydro-1H-pyrrolizin-7a(5H)-yl)methoxy)-7,8-dihydro-5H-pyrano[4,3-d]pyrimidin-4-yl)piperazin-2-yl)acetonitrile ClC=1C=CC=C2C=CC=C(C12)C1CC=2N=C(N=C(C2C(O1)C)N1C[C@@H](NCC1)CC#N)OCC12CCCN2CCC1